FC1(CN(C1)C=O)C (3-fluoro-3-methylazetidin-1-yl)methanone